COC(=O)C=1C=NC(=C(C1)Br)N1CC(C1)F 5-bromo-6-(3-fluoroazetidin-1-yl)pyridine-3-carboxylic acid methyl ester